(S)-4-(7-(3-chlorophenyl)-5-(3-cyanopyrazin-2-yl)-7H-pyrrolo[2,3-d]pyrimidin-4-yl)-3-methylpiperazine-1-carboxylic acid tert-butyl ester C(C)(C)(C)OC(=O)N1C[C@@H](N(CC1)C=1C2=C(N=CN1)N(C=C2C2=NC=CN=C2C#N)C2=CC(=CC=C2)Cl)C